N-(4-(4-(2-morpholino-2-oxoethyl)phenyl)-1H-pyrrolo[2,3-b]pyridin-6-yl)cyclopropylcarboxamide O1CCN(CC1)C(CC1=CC=C(C=C1)C1=C2C(=NC(=C1)NC(=O)C1CC1)NC=C2)=O